BrC1=CC=C(C(=N1)C(CC(=O)OCCCC)(C(C)C)O)NC(C(C)(C)C)=O Butyl 3-(6-bromo-3-pivalamidopyridin-2-yl)-3-hydroxy-4-methylpentanoate